O=C1NC(CC[C@@H]1N1CCCC2=C(C=CC=C12)N1CCC(CC1)OC1CCN(CC1)C(=O)OC(C)(C)C)=O tert-butyl 4-[[1-[1-[(3S)-2,6-dioxo-3-piperidyl]-3,4-dihydro-2H-quinolin-5-yl]-4-piperidyl]oxy]piperidine-1-carboxylate